O-t-Butyl-L-tyrosine t-butyl ester hydrochloride Cl.C(C)(C)(C)OC([C@@H](N)CC1=CC=C(C=C1)OC(C)(C)C)=O